2-(4-bromo-6-fluoro-1-(tetrahydro-2H-pyran-2-yl)-1H-indazol-5-yl)ethan-1-ol BrC1=C2C=NN(C2=CC(=C1CCO)F)C1OCCCC1